(6,6-dioxo-6lambda6-thia-2,5-diazaspiro[3.4]octan-2-yl)-[6-[2-fluoro-4-(trifluoromethyl)phenyl]-2-azaspiro[3.3]heptan-2-yl]methanone O=S1(NC2(CN(C2)C(=O)N2CC3(C2)CC(C3)C3=C(C=C(C=C3)C(F)(F)F)F)CC1)=O